ClC(CS(=O)(=O)/C=C/C=1C=C(C(=CC1)O)O)C1=CC(=C(C=C1)Cl)[N+](=O)[O-] (E)-4-{2-[2-chloro-2-(4-chloro-3-nitrophenyl)ethanesulfonyl]vinyl}benzene-1,2-diol